[Si](C1=CC=CC=C1)(C1=CC=CC=C1)(C(C)(C)C)OC[C@@H]1N(C[C@@](CC1)(C)C(NCC1=NC=CN=C1Cl)=O)C(=O)OCC1=CC=CC=C1 (2R,5S)-benzyl 2-(((tert-butyldiphenylsilyl)oxy)methyl)-5-(((3-chloropyrazin-2-yl)methyl)carbamoyl)-5-methylpiperidine-1-carboxylate